N-((1S,2R,4S)-4-(((S)-(2,3-dichloro-6-fluorophenyl)(4-fluorobicyclo[2.2.1]heptan-1-yl)methyl)carbamoyl)-2-hydroxycyclopentyl)azetidine-1-carboxamide ClC1=C(C(=CC=C1Cl)F)[C@H](C12CCC(CC1)(C2)F)NC(=O)[C@@H]2C[C@H]([C@H](C2)NC(=O)N2CCC2)O